FC(C1(N=N1)C1=CC=C(C=C1)C=1C=NC=C(C1)C1=CC=C(C=C1)C1(N=N1)C(F)(F)F)(F)F 3,5-bis(4-(3-(trifluoromethyl)-3H-diazirin-3-yl)phenyl)pyridine